N-(3-(2-(3-fluoro-4-(4-methylpiperazin-1-yl)anilino)-5-hydroxypyrimidin-4-yloxy)phenyl)acrylamide nickel-Chromium-Molybdenum [Mo].[Cr].[Ni].FC=1C=C(NC2=NC=C(C(=N2)OC=2C=C(C=CC2)NC(C=C)=O)O)C=CC1N1CCN(CC1)C